3-Nitro-4-(2-phenylsulfanylethylamino)benzenesulfonamide [N+](=O)([O-])C=1C=C(C=CC1NCCSC1=CC=CC=C1)S(=O)(=O)N